[N+](=O)([O-])C=1C(=NC=C(C1)[N+](=O)[O-])NC1=CC=CC=C1 3,5-Dinitro-N-phenylpyridin-2-amine